CN1C(=NC=C1)CN1C[C@H](CC1)N1C(N(C=2C1=NC=CC2)C2=CC=C(C=C2)C2=C(C=CC=C2)C)=O (S)-3-(1-((1-methyl-1H-imidazol-2-yl)methyl)pyrrolidin-3-yl)-1-(2'-methyl-[1,1'-biphenyl]-4-yl)-1,3-dihydro-2H-imidazo[4,5-b]pyridin-2-one